C(C)N(C1=NC(=NC2=CC(=CC=C12)[N+](=O)[O-])NN)C1=CC=CC=C1 N-ethyl-2-hydrazinyl-7-nitro-N-Phenylquinazolin-4-amine